(5aS,6R,11bS)-3-(2-(4-methyl-1H-pyrazol-1-yl)ethyl)-14-(3-methylbut-2-en-1-yl)-2,3,4,5,6,7-hexahydro-6,11b-(epiminoethano)naphtho[1,2-d]azepine-5a,10(1H)-diol CC=1C=NN(C1)CCN1CC[C@@]23[C@@](CC1)([C@@H](CC1=CC=C(C=C12)O)N(CC3)CC=C(C)C)O